N-(4-(4-methylpiperazin-1-yl)phenyl)-4-(3-(3-phenoxyphenyl)isoxazolidin-2-yl)pyrimidine-2-amine CN1CCN(CC1)C1=CC=C(C=C1)NC1=NC=CC(=N1)N1OCCC1C1=CC(=CC=C1)OC1=CC=CC=C1